COC1=CC=CC=2C=3N(C(=NC12)N)N=C(N3)C3CC(C3)C3=CC=CC=C3 7-methoxy-2-((1s,3s)-3-phenylcyclobutyl)-[1,2,4]triazolo[1,5-c]quinazolin-5-amine